(S)-(3-(1-amino-1,3-dihydro-spiro[inden-2,4'-piperidin]-1'-yl)-6-(3-(1-methyl-1H-pyrazol-5-yl)prop-1-yn-1-yl)pyrazin-2-yl)methanol N[C@@H]1C2=CC=CC=C2CC12CCN(CC2)C=2C(=NC(=CN2)C#CCC2=CC=NN2C)CO